[Si](C)(C)(C(C)(C)C)OCCN1N=C(C(=C1C(=O)OCC)I)C ethyl 2-[2-[tert-butyl (dimethyl) silyl] oxyethyl]-4-iodo-5-methyl-pyrazole-3-carboxylate